C(CCCCC)C1C(=O)OCCC1 α-hexyl-δ-valerolactone